(R)-2-Methyl-N4-(1-methyl-3-(5-(trifluoromethyl)pyridin-3-yl)-1H-pyrazol-5-yl)-N1-((S)-11-oxo-2,3,10,11-tetrahydro-1H,5H-benzo[d]pyrazolo[1,2-a][1,2]diazepin-10-yl)succinamid C[C@@H](C(=O)N[C@H]1C2=C(CN3N(C1=O)CCC3)C=CC=C2)CC(=O)NC2=CC(=NN2C)C=2C=NC=C(C2)C(F)(F)F